C(\C=C\C1=CC=C(C=C1)O)(=O)OC\C=C\C1=CC=C(C=C1)O p-coumaryl p-coumarate